methyl-2-(4-(5-fluoro-2-(methoxymethoxy)pyrimidin-4-yl)cyclohex-3-en-1-yl)acetaldehyde CC(C=O)C1CC=C(CC1)C1=NC(=NC=C1F)OCOC